((1S,3S)-3-methyl-1-(4-morpholinophenyl)-1,3,4,9-tetrahydro-2H-pyrido[3,4-b]indol-2-yl)-2-(trifluoromethyl)prop-2-en-1-one C[C@H]1CC2=C(NC3=CC=CC=C23)[C@@H](N1C(C(=C)C(F)(F)F)=O)C1=CC=C(C=C1)N1CCOCC1